FC1=C(C(=C(C(=C1OC=1C(=C(C(=C(C(=O)[O-])C1)C1=C(C(=C(C(=C1F)F)F)F)F)OC1=C(C(=C(C(=C1F)F)F)F)F)OC1=C(C(=C(C(=C1F)F)F)F)F)F)F)F)F.C(C)(C)C1=CC=C(C=C1)[I+]C1=CC=C(C=C1)C(C)C bis(4-isopropylphenyl)iodonium tetra(pentafluorophenyl)gallate